FC=1C(=CC(=NC1)OC)C1=CC(=NN1)C(=O)N1C2(CC2)C[C@@H](CC1)C(=O)NC1CCC(CC1)(C(F)(F)F)O (R)-4-(5-(5-fluoro-2-methoxypyridin-4-yl)-1H-pyrazole-3-carbonyl)-N-((1r,4R)-4-hydroxy-4-(trifluoromethyl)cyclohexyl)-4-azaspiro[2.5]octane-7-carboxamide